5-(difluoromethyl)thiazole-2-carboxylic acid ethyl ester C(C)OC(=O)C=1SC(=CN1)C(F)F